C(C)(C)(C)OC(=O)NCCNC1CCN(CC1)C=1C/C(/N=CC1C1=CC(=CC(=C1)F)F)=C\C=C(/C)\C1=CC=CC(=N1)C(=O)OC methyl 6-((2E,4E)-4-(4-(4-((2-((tert-butoxycarbonyl)amino)ethyl)amino)piperidin-1-yl)-5-(3,5-difluorophenyl) pyridin-2(3H)-ylidene)but-2-en-2-yl)picolinate